COC1=CC=C(CN(C2=NC(=C(C(=C2)C)C(F)(F)F)[Sn](CCCC)(CCCC)CCCC)CC2=CC=C(C=C2)OC)C=C1 bis(4-methoxybenzyl)-4-methyl-6-(tributylstannyl)-5-(trifluoromethyl)pyridin-2-amine